CN1N=C(C(=C1)NC=O)OC1COC1 N-[1-methyl-3-(oxetan-3-yloxy)pyrazol-4-yl]formamide